ethoxybis(2,5-dimethylphenyl)phosphine C(C)OP(C1=C(C=CC(=C1)C)C)C1=C(C=CC(=C1)C)C